m-xylylene dilaurate C(CCCCCCCCCCC)(=O)OCC1=CC(=CC=C1)COC(CCCCCCCCCCC)=O